pyrylium chloride [Cl-].[O+]1=CC=CC=C1